FC1=C(C=CC=C1I)/C=C/C(=O)OCC ethyl (E)-3-(2-fluoro-3-iodophenyl)acrylate